2-ISOCYANO-4-(TRIFLUOROMETHYL)PYRIDINE [N+](#[C-])C1=NC=CC(=C1)C(F)(F)F